tert-butyl (5-chloro-3-cyclopropylpyrazolo[1,5-a]pyrimidin-7-yl)(3-cyano-5-methylphenyl)carbamate ClC1=NC=2N(C(=C1)N(C(OC(C)(C)C)=O)C1=CC(=CC(=C1)C)C#N)N=CC2C2CC2